C(C)(C)OC=1C=C(C=CC1)[C@@]1(C2=C(NC3=NC=C4C(=C13)C=NN4C)CC(CC2)(C)C)C (R)-11-(3-isopropoxyphenyl)-3,8,8,11-tetramethyl-3,6,7,8,9,11-hexahydro-10H-benzo[b]pyrazolo[4,3-f][1,8]naphthyridin